tert-butyl (R)-(3-(4-aminophenyl)-1-(4-methylpiperazin-1-yl)-1-oxopropan-2-yl)carbamate NC1=CC=C(C=C1)C[C@H](C(=O)N1CCN(CC1)C)NC(OC(C)(C)C)=O